tert-butyl (2R)-2-[(5-cyclopropylpyrimidin-2-yl)carbamoyl]piperidine-1-carboxylate C1(CC1)C=1C=NC(=NC1)NC(=O)[C@@H]1N(CCCC1)C(=O)OC(C)(C)C